2-oxapregnan CC[C@H]1CC[C@H]2[C@@H]3CCC4CCOC[C@]4(C)[C@H]3CC[C@]12C